2-(5-azidopentoxy)-5-bromo-pyrimidine N(=[N+]=[N-])CCCCCOC1=NC=C(C=N1)Br